NC1=CC=C(OC2=CC=C(C=C2)SC2=CC=C(C=C2)OC2=CC=C(C=C2)N)C=C1 bis(4-(4-aminophenoxy) phenyl) sulfide